1-isopropyl-3-(6-(4-isopropyl-4H-1,2,4-triazol-3-yl)pyridin-2-yl)-4-oxo-1,4-dihydroquinoline-6-sulfonamide C(C)(C)N1C=C(C(C2=CC(=CC=C12)S(=O)(=O)N)=O)C1=NC(=CC=C1)C1=NN=CN1C(C)C